(9S)-9-Hydroxy-5-methyl-12-(thiophen-2-yl)-4-thia-2,12-diazatricyclo[7.3.0.03,7]dodeca-1,3(7),5-trien-8-on O[C@@]12C(C=3C=C(SC3N=C2N(CC1)C=1SC=CC1)C)=O